6,7-dihydro-pyrimido[6,1-a]isoquinolin-4-one C=1C=NC(N2C1C1=CC=CC=C1CC2)=O